NC1C(N(CCC1)C1=C(C(=C(C=C1)C1=C(C=CC=C1)P(=O)(C)C)F)F)=O 3-amino-1-(2'-(dimethylphosphoryl)-2,3-difluoro-[1,1'-biphenyl]-4-yl)piperidin-2-one